CC1=NN(C2=NC=CC=C21)C(=O)[O-] 3-methyl-1H-pyrazolo[3,4-b]pyridine-1-carboxylate